C(C)(C)(C)OC(=O)N1[C@@H](CN(CC1)CCCCC1=CC=C(C=C1)NC1C(N(C(CC1)=O)CC1=CC=C(C=C1)OC)=O)C(=O)O (2S)-1-Tert-butoxycarbonyl-4-[4-[4-[[1-[(4-methoxyphenyl)methyl]-2,6-dioxo-3-piperidyl]amino]phenyl]butyl]piperazine-2-carboxylic acid